P(=O)(O)(O)O.O1C(=NC2=C1C=CC=C2)NC2=NC1=C(N2C)C=CC(=C1)C(=O)NCCOCCO 2-[(1,3-benzoxazol-2-yl)amino]-N-[2-(2-hydroxyethoxy)ethyl]-1-methyl-1H-benzimidazole-5-carboxamide monophosphate